FC=1C=C(C=CC1)C1C(NC(C(N1)=O)=CC=1N=C(NC1C1CC1)C(CC=C)C1NCCOC1)=O 3-m-fluorophenyl-methylene-6-((5-cyclopropyl-1-(3-morpholinyl)propylimidazol-4-yl)methylene)piperazine-2,5-dione